FC1=C(C=CC(=C1F)OC)C1=CN=C2N1C=CN=C2NC2=CC(=C(C(=O)N[C@@H](C(=O)NCCNC)C)C=C2)CC 4-[[3-(2,3-difluoro-4-methoxy-phenyl)imidazo[1,2-a]pyrazin-8-yl]amino]-2-ethyl-N-[(1R)-1-methyl-2-[2-(methylamino)ethylamino]-2-oxo-ethyl]benzamide